C1(=CC=CC=C1)C12CC(C1)(C2)C(=O)O 3-(phenyl)bicyclo[1.1.1]pentane-1-carboxylic acid